N-(2-(1-(6-hydroxy-7-methoxyquinolin-4-yl)piperidin-4-yl)propyl)thiodiamide formate salt C(=O)[O-].OC=1C=C2C(=CC=NC2=CC1OC)N1CCC(CC1)C(C[N-]S[NH-])C